(S) and (R)-2-((4-cyanophenethyl)amino)-N-(4-(1-methyl-1H-pyrazol-4-yl)phenyl)-2-benzeneAcetamide C(#N)C1=CC=C(CCN[C@@]2(CC=CC=C2)CC(=O)NC2=CC=C(C=C2)C=2C=NN(C2)C)C=C1 |r|